7-Bromo-1-methyl-1H-pyrrolo[3,2-c]pyridin-4-amine BrC=1C2=C(C(=NC1)N)C=CN2C